N-Nonadecanoyl-D-Sphingosine CCCCCCCCCCCCCCCCCCC(=O)NC(CO)C(/C=C/CCCCCCCCCCCCC)O